OC(CCCC)C(CCCCCCCCCCCC)CCCCCCCC 5-Hydroxy-6-octyloctadecane